C(CCCCCCCCCCCCCCCCCC)(=O)N[C@@H](CO)[C@@H](CCCCCCCCCCCCC)O (2S,3R)-2-nonadecanoylaminohexadecane-1,3-diol